CC=1C=CC(=C(C1)N1/C(/SCC1=O)=N/C(=O)NC1=C(C=C(C=C1)C1=NN(C=N1)C1=CC=C(C=C1)OC(F)(F)F)C)CCC (Z)-1-(3-(5-methyl-2-propylphenyl)-4-oxothiazolidin-2-ylidene)-3-(2-methyl-4-(1-(4-(trifluoromethoxy)phenyl)-1H-1,2,4-triazol-3-yl)phenyl)urea